C(C1=CC=CC=C1)N1[C@H](COC=2N=C(C(=C3N=C(N=C1C32)SC)F)C3=CC(=CC2=CC=C(C(=C32)CC)F)OCOC)C3CC3 (12S)-13-benzyl-12-cyclopropyl-7-[8-ethyl-7-fluoro-3-(methoxymethoxy)-1-naphthyl]-6-fluoro-3-methylsulfanyl-10-oxa-2,4,8,13-tetrazatricyclo[7.4.1.05,14]tetradeca-1,3,5,7,9(14)-pentaene